1-(4-((R)-amino(4,5-dichloro-2-hydroxyphenyl)methyl)piperidin-1-yl)-2,3-dihydroxypropan-1-one N[C@H](C1CCN(CC1)C(C(CO)O)=O)C1=C(C=C(C(=C1)Cl)Cl)O